1-(4-((1-hydroxy-2-methylpropan-2-yl)oxy)-3-methylphenyl)-3-(4-isopropyl-2-(4-(trifluoromethyl)phenyl)thiazol-5-yl)prop-2-en-1-ol OCC(C)(C)OC1=C(C=C(C=C1)C(C=CC1=C(N=C(S1)C1=CC=C(C=C1)C(F)(F)F)C(C)C)O)C